C(C1=CC=CC=C1)OCCN1N=C(C=C1C(=O)OC(C)(C)C)C=1C=C(C=CC1)C=1OC(=CN1)C(=O)OCC Ethyl 2-(3-(1-(2-(benzyloxy)ethyl)-5-(tert-butoxycarbonyl)-1H-pyrazol-3-yl)phenyl)oxazole-5-carboxylate